tertbutyl 2-[4-[4-(2,6-dioxo-3-piperidyl)-2-methylsulfonyloxy-phenyl]-1-piperidyl]acetate O=C1NC(CCC1C1=CC(=C(C=C1)C1CCN(CC1)CC(=O)OC(C)(C)C)OS(=O)(=O)C)=O